C(C)OC(=O)C=1C(C=C2N(C(CC=3C=C(C4=C(C23)C=CO4)OCCC4CC4)C(C)C)C1)=O 4-(2-Cyclopropylethoxy)-7-isopropyl-11-oxo-7,11-dihydro-6H-furo[2,3-H]pyrido[2,1-a]isoquinoline-10-carboxylic acid ethyl ester